8-(2-(2,6-dioxopiperidin-3-yl)-1,3-dioxoisoindolin-4-yl)oct-7-yn-1-yl methanesulfonate CS(=O)(=O)OCCCCCCC#CC1=C2C(N(C(C2=CC=C1)=O)C1C(NC(CC1)=O)=O)=O